C(C)(=O)N[C@@H](CC(C)C)C(=O)N[C@@H](CC(C)C)C(=O)N[C@@H](CCCC)C(=O)O N-acetyl-l-leucyl-l-leucyl-l-norleucine